Benzyl 6-Bromo-2,4-Dihydroxy-3-Methylbenzoate BrC1=CC(=C(C(=C1C(=O)OCC1=CC=CC=C1)O)C)O